FC(C=1C(=C(C=CC1)[C@@H](C)NC=1C2=C(N=C(N1)C)C=NC(=C2)N(CC=C)CC=C)F)F N-{(1R)-1-[3-(difluoromethyl)-2-fluorophenyl]ethyl}-2-methyl-N6,N6-di(prop-2-en-1-yl)pyrido[3,4-d]pyrimidine-4,6-diamine